N-(5-(3,5-difluorobenzyl)-1H-indazol-3-yl)-4-(5-methylhexahydropyrrolo[3,4-c]pyrrol-2(1H)-yl)-2-nitrobenzamide FC=1C=C(CC=2C=C3C(=NNC3=CC2)NC(C2=C(C=C(C=C2)N2CC3CN(CC3C2)C)[N+](=O)[O-])=O)C=C(C1)F